Phenoxyethylen O(C1=CC=CC=C1)C=C